4'-(3-((tert-butoxycarbonyl)amino)propyl)-5-(4-(4-(trifluoromethyl)phenyl)-1H-1,2,3-triazol-1-yl)-[1,1'-biphenyl]-3-carboxylic acid methyl ester COC(=O)C=1C=C(C=C(C1)N1N=NC(=C1)C1=CC=C(C=C1)C(F)(F)F)C1=CC=C(C=C1)CCCNC(=O)OC(C)(C)C